1,3-dimethylbenzylidene-propylamine CC1(C=NCCC)CC(=CC=C1)C